4-amino-3-(4-phenoxyphenyl)-1-[(3R)-1-(prop-2-enoyl)piperidin-3-yl]-1,3-dihydro-2H-imidazo[4,5-c]pyridin-2-one NC1=NC=CC2=C1N(C(N2[C@H]2CN(CCC2)C(C=C)=O)=O)C2=CC=C(C=C2)OC2=CC=CC=C2